OC[C@H](C)NC(=O)C=1C(N(N=C(C1)C1=CC=C(C=C1)C(F)(F)F)C=1C=NN(C1)C)=O N-[(2S)-1-hydroxypropan-2-yl]-2-(1-methyl-1H-pyrazol-4-yl)-3-oxo-6-[4-(trifluoromethyl)phenyl]-2,3-dihydropyridazine-4-carboxamide